NC1CC(C1)OC1=CC=C(C=C1)C1(COC1)C1=C(C=CC=C1)O (3-(4-(3-aminocyclobutoxy)phenyl)oxetan-3-yl)phenol